ClP(C1=C(C=C(C=C1F)F)F)Cl dichloro(2,4,6-trifluorophenyl)phosphine